ClC1=CC(=C(OCC(=O)O)C=C1)C1CCCCCC1 2-(4-chloro-2-cycloheptylphenoxy)acetic acid